C(C)N(C1=C(C=C(C=C1)C=1C(CC(NN1)=O)C)[N+](=O)[O-])CC 6-(4-(diethylamino)-3-nitrophenyl)-5-methyl-4,5-dihydropyridazin-3(2H)-one